5-((5-(2-(((1S,3S)-3-aminocycloheptyl)oxy)-6-fluorophenyl)-1H-pyrazol-3-yl)amino)pyrazine-2-carbonitrile N[C@@H]1C[C@H](CCCC1)OC1=C(C(=CC=C1)F)C1=CC(=NN1)NC=1N=CC(=NC1)C#N